5-trifluoromethyl-2-(2-hydroxy-3-alpha-isopropylphenyl-5-tert-octylphenyl)benzotriazole FC(C1=CC=2C(=NN(N2)C2=C(C=CC(=C2)C(C)(C)CC(C)(C)C)C2=C(C(=CC=C2)C(C)C)O)C=C1)(F)F